CN1N=CC(=C1)C1=NSC(=C1C(F)(F)F)C(=O)OC methyl 3-(1-methyl-1H-pyrazol-4-yl)-4-(trifluoromethyl)isothiazole-5-carboxylate